(R)-10-methyl-2-phenyl-1,2,3,10b-tetrahydrobenzo[e]imidazo[1,5-c][1,2,3]oxathiazine 5,5-dioxide CC1=CC=CC2=C1[C@H]1N(S(O2)(=O)=O)CN(C1)C1=CC=CC=C1